C(C)(C)(C)OC(=O)N1[C@@H](CN([C@H](C1)C)C=1C2=C(N=CN1)N(C=C2OCCC)C2=NC=CC(=C2)Cl)C (2R,5S)-4-(7-(4-Chloropyridin-2-yl)-5-propoxy-7H-pyrrolo[2,3-d]pyrimidin-4-yl)-2,5-dimethylpiperazine-1-carboxylic acid tert-butyl ester